1-(5-bromo-2-pyridinyl)piperazine tert-butyl-(4-((6-(2-ethoxyacetamido)thieno[3,2-b]pyridin-7-yl)amino)butyl)carbamate C(C)(C)(C)N(C(O)=O)CCCCNC1=C2C(=NC=C1NC(COCC)=O)C=CS2.BrC=2C=CC(=NC2)N2CCNCC2